N4-(4-methoxybenzyl)quinoline-3,4-diamine COC1=CC=C(CNC2=C(C=NC3=CC=CC=C23)N)C=C1